C(C)(C)(C)OC(=O)N1[C@@H]2C[C@@]2(C[C@H]1C(NC1=NC(=CC=C1)Br)=O)C (1R,3S,5R)-3-(6-bromopyridin-2-ylcarbamoyl)-5-methyl-2-azabicyclo[3.1.0]hexane-2-carboxylic acid tert-butyl ester